C(C1CO1)OCCC[Si](O[Si](OC)(C)CCCOCC1CO1)(OC)C 1,3-bis(glycidoxypropyl)-1,3-dimethyl-1,3-dimethoxydisiloxane